S1C=NC(=C1)C1=CC=CC=C1 (1,3-thiazol-4-yl)benzene